C[Si](C=C)(C1=CC=CC=C1)C 2-(dimethylphenylsilyl)ethylene